C(C)(C)C1=C(NC2=CC=C(C=C12)C1CCN(CC1)CC1=NC=CC2=CC=CC=C12)C1=C2C(=NC=C1)NN=C2 1-((4-(3-isopropyl-2-(1H-pyrazolo[3,4-b]pyridin-4-yl)-1H-indol-5-yl)piperidin-1-yl)methyl)isoquinoline